tert-Butyl 3-acetamido-5-(2-[[6-(trifluoromethyl)pyridin-3-yl]amino]ethyl)indole-1-carboxylate C(C)(=O)NC1=CN(C2=CC=C(C=C12)CCNC=1C=NC(=CC1)C(F)(F)F)C(=O)OC(C)(C)C